4-((methoxyamino)methyl)benzonitrile CONCC1=CC=C(C#N)C=C1